C(C)(C)(C)OC(=O)N([C@H](C(=O)O)CC1=C(C=C(C(=C1)F)F)F)C (S)-2-((t-butoxycarbonyl)(methyl)amino)-3-(2,4,5-trifluorophenyl)propanoic acid